1-METHYLPIPERIDINE-2-CARBALDEHYDE CN1C(CCCC1)C=O